Aluminum Zirconium [Zr].[Al]